5-(7-bromo-1,5-naphthyridin-2-yl)-6-(6-methylpyridin-2-yl)imidazo[2,1-b]thiazole BrC1=CN=C2C=CC(=NC2=C1)C1=C(N=C2SC=CN21)C2=NC(=CC=C2)C